O=C(C(CCCCCCC)C(=O)OC)CCCCCCC methyl 9-oxo-hexadecane-8-carboxylate